C(C)(C)N1C(=NN2C(C1=O)=NC=C2C=2C=NN(C2)C2OCCCC2)C=2C=NN(C2)CCNC(OCCCC)=O butyl (2-(4-(3-isopropyl-4-oxo-7-(1-(tetrahydro-2H-pyran-2-yl)-1H-pyrazol-4-yl)-3,4-dihydroimidazo[2,1-f][1,2,4]triazin-2-yl)-1H-pyrazol-1-yl)ethyl)carbamate